N-[[4-chloro-2-(2-formylphenyl)sulfanyl-phenyl]methyl]carbamic acid 9H-fluoren-9-ylmethyl ester C1=CC=CC=2C3=CC=CC=C3C(C12)COC(NCC1=C(C=C(C=C1)Cl)SC1=C(C=CC=C1)C=O)=O